N-butylmethylamine C(CCC)NC